2-(4-fluorobenzyl)-1H-imidazole-5-carboxylic acid ethyl ester C(C)OC(=O)C1=CN=C(N1)CC1=CC=C(C=C1)F